NC1=C(C(=O)OC)C=CC=C1NCCCOCCOCC1=CC=CC=C1 methyl 2-amino-3-((3-(2-(benzyloxy)ethoxy)propyl)amino)benzoate